(Z)-N-(4-(((6-Bromo-2-oxoindolin-3-ylidene)(phenyl)methyl)amino)phenyl)-2-(dimethyl-amino)-N-methyl-acetamide BrC1=CC=C2/C(/C(NC2=C1)=O)=C(\C1=CC=CC=C1)/NC1=CC=C(C=C1)N(C(CN(C)C)=O)C